O1C(CCCC1)C1=NN2C(N=C(NC2=O)S)=C1C1=CC(=C(C(=C1)F)F)F 7-(oxan-2-yl)-2-sulfanyl-8-(3,4,5-trifluorophenyl)-3H-pyrazolo[1,5-a][1,3,5]triazin-4-one